6-[8-(1-amino-1-methylethyl)-2-quinolylamino]-2-(3-methyl-2-pyridyl)-3-thia-1,5-diazaindene NC(C)(C)C=1C=CC=C2C=CC(=NC12)NC1=NC=C2SC(=NC2=C1)C1=NC=CC=C1C